CC1=NON=C1CCC1=CC=CC=C1 3-methyl-4-phenethyl-1,2,5-oxadiazole